2-(1,3-Benzothiazol-2-yl)-4-ethyl-5-(2-methoxyethyl)-2,3,5,6-tetrahydro-1H-pyrazolo[4,3-c]pyridine-3,6-dione S1C(=NC2=C1C=CC=C2)N2NC=1C(=C(N(C(C1)=O)CCOC)CC)C2=O